5-methyl-cyclopentene CC1CCC=C1